CC1(C2CC(C(C1)C2)(C)C)SC[C@H](N)C(=O)OCC2=CC=CC=C2 benzyl S-(2,5,5-trimethyl bicyclo[2.2.1]heptan-2-yl)cysteinate